tert-butyl 9-[2-(2,6-dioxo-3-piperidyl)-1,3-dioxo-isoindolin-5-yl]-3,9-diazaspiro[5.5]undecane-3-carboxylate O=C1NC(CCC1N1C(C2=CC=C(C=C2C1=O)N1CCC2(CCN(CC2)C(=O)OC(C)(C)C)CC1)=O)=O